6-chloro-3-methyl-5-(4,4,5,5-tetramethyl-1,3,2-dioxaborolan-2-yl)benzo[d]oxazol-2(3H)-one ClC1=CC2=C(N(C(O2)=O)C)C=C1B1OC(C(O1)(C)C)(C)C